[Na+].[Na+].CN1C(=C(C2=CC(=C(C=C12)C(=O)[O-])C)CCC(=O)[O-])CCCCC 1,5-dimethyl-2-pentyl-3-(2-carboxyethyl)indole-6-carboxylic acid disodium salt